2-fluoro-6-(4,4,5,5-tetramethyl-1,3-dioxaborolane-2-yl)benzene Methyl-formate COC=O.FC1=CC(=CC=C1)B1OC(C(O1)(C)C)(C)C